2-[2-hydroxy-5-tert-octoxyphenyl]benzotriazole OC1=C(C=C(C=C1)OC(C)(C)CC(C)(C)C)N1N=C2C(=N1)C=CC=C2